N-((7-chloro-3-methoxyquinoxalin-2-yl)methylene)-2-methylpropane-2-sulfinamide ClC1=CC=C2N=C(C(=NC2=C1)C=NS(=O)C(C)(C)C)OC